ClC1=CC=C(C(=N1)C1=NN(C=N1)C)NC(C)C=1C=2C3=C(N(C(C2C=C(C1)C)=O)CC(F)F)N(N=C3)CC 9-(1-((6-chloro-2-(1-methyl-1H-1,2,4-triazol-3-yl)pyridin-3-yl)amino)ethyl)-4-(2,2-difluoroethyl)-3-ethyl-7-methyl-3,4-dihydro-5H-pyrazolo[3,4-c]isoquinolin-5-one